C(C)(C)(C)OC(=O)N1[C@H](CN(CC1)C=1C=NC(=CC1)NC(=O)C=1C(=CC=2N(C1)C=C(N2)C)OC)C (S)-4-(6-(7-methoxy-2-methylimidazo[1,2-a]pyridine-6-carboxamido)pyridin-3-yl)-2-methylpiperazine-1-carboxylic acid tert-butyl ester